N-cyclopropyl-2-(difluoromethoxy)-6-methoxy-4-[5-[1-(2-morpholinoethyl)pyrazol-4-yl]benzimidazol-1-yl]benzamide C1(CC1)NC(C1=C(C=C(C=C1OC)N1C=NC2=C1C=CC(=C2)C=2C=NN(C2)CCN2CCOCC2)OC(F)F)=O